C12(CC3CC(CC(C1)C3)C2)CCN2CC3CCC(C2)N3CCNC3=C2C(N(C(=NC2=CC=C3)C)C3C(NC(CC3)=O)=O)=O 3-(5-((2-(3-(2-((3r,5r,7r)-adamantan-1-yl)ethyl)-3,8-diazabicyclo[3.2.1]oct-8-yl)ethyl)amino)-2-methyl-4-oxoquinazolin-3(4H)-yl)piperidine-2,6-dione